BrC=1C=CC2=C(N(C(=N2)CC)C)C1 6-bromo-2-ethyl-1-methyl-1H-benzo[d]imidazole